C(C)C(C(=O)OCCC1=CC=C(C=C1)COC)CC1=NC(=CC(=N1)NCC1=C(C=C(C=C1C)C(N)=N)C)OCC=1N=C2N(C=C(C=C2)C2CC2)C1 2-(4-(methoxymethyl)phenyl)ethan-1-ol ethyl-3-(4-((4-carbamimidoyl-2,6-dimethylbenzyl)amino)-6-((6-cyclopropylimidazo[1,2-a]pyridin-2-yl)methoxy)pyrimidin-2-yl)propanoate